titanium scandium bismuth manganese barium neodymium [Nd].[Ba].[Mn].[Bi].[Sc].[Ti]